O1C(CCCC1)OC1=C(C=CC(=C1)C(F)(F)F)C1=C2C(=C(N=N1)N[C@H]1[C@@H](CCCC1)O)C=NC=C2 (1R,2R)-2-((1-(2-((tetrahydro-2H-pyran-2-yl)oxy)-4-(trifluoromethyl)phenyl)pyrido[3,4-d]pyridazin-4-yl)amino)cyclohexan-1-ol